butyl-naphthalenesulfonate C(CCC)OS(=O)(=O)C1=CC=CC2=CC=CC=C12